FC=1C=NC=C(C1N1C(N(C=2C=NC=3C=C(C(=CC3C21)C=2C=NN(C2)CF)OC)C)=O)OC 1-(3-Fluoro-5-methoxypyridin-4-yl)-8-(1-fluoromethyl-1H-pyrazol-4-yl)-7-methoxy-3-methyl-1,3-dihydroimidazo[4,5-c]-quinolin-2-one